4-Amino-1-(4-(aminomethyl)phenyl)-2-oxo-7-(trifluoromethyl)-1,2-dihydroquinoline-3-carboxylic acid methyl ester hydrochloride Cl.COC(=O)C=1C(N(C2=CC(=CC=C2C1N)C(F)(F)F)C1=CC=C(C=C1)CN)=O